BrC=1C(=C2C(N(C(C2=CC1)=O)CC1=CC=C(C=C1)OC)C1=C(C=CC(=C1)F)Cl)[N+](=O)[O-] 5-Bromo-3-(2-chloro-5-fluorophenyl)-2-(4-methoxybenzyl)-4-nitroisoindol-1-one